IC=1C=CC(=NC1)OC1=CC=C(C#N)C=C1 4-((5-iodopyridin-2-yl)oxy)benzonitrile